ClC1=C(OCC(=O)NC)C=CC=C1C=1N(C2=NC=NC(=C2N1)OC1(CC1)C)CC1=NC=CC(=C1)C 2-(2-chloro-3-(6-(1-methylcyclopropoxy)-9-((4-methylpyridin-2-yl)methyl)-9H-purin-8-yl)phenoxy)-N-methylacetamide